2-amino-6-borono-2-(3-(ethyl(naphthalen-1-ylmethyl)amino)propyl)hexanoic acid NC(C(=O)O)(CCCCB(O)O)CCCN(CC1=CC=CC2=CC=CC=C12)CC